7-(4-(6-(Difluoromethyl)imidazo[1,2-b]pyridazin-3-yl)pyridin-2-yl)tetrahydro-1H-oxazolo[3,4-a]pyrazin-3(5H)-one FC(C=1C=CC=2N(N1)C(=CN2)C2=CC(=NC=C2)N2CC1N(CC2)C(OC1)=O)F